5-[2-(1,3-dioxolan-2-yl)-3-[(4-methoxyphenyl)methoxy]phenoxy]-2-methylpyrazole-3-carboxylic acid O1C(OCC1)C1=C(OC=2C=C(N(N2)C)C(=O)O)C=CC=C1OCC1=CC=C(C=C1)OC